[Si](C)(C)(C(C)(C)C)OCCCCOC1=CC(=C(C=C1)C1CCNCC1)C 4-(4-(4-((tert-butyldimethylsilyl)oxy)butoxy)-2-methylphenyl)piperidine